docosahexaenoic acid-ethyl ester C(C)OC(C=CC=CC=CC=CC=CC=CCCCCCCCCC)=O